O1CCCOC12CC1(CCNCC1)C2 1,5-dioxa-11-azadispiro[5.1.5.1]tetradecane